C(C)C1(COC1)CN1N=CNC1=O 2,4-dihydro-2-((3-ethyloxetan-3-yl)methyl)-3H-1,2,4-triazol-3-one